1-(5-(3-(Benzyl)-4-methoxyphenyl)-6-(4-cyano-3-fluorophenyl)-4-hydroxypyridin-2-yl)piperidine C(C1=CC=CC=C1)C=1C=C(C=CC1OC)C=1C(=CC(=NC1C1=CC(=C(C=C1)C#N)F)N1CCCCC1)O